Methyl 1-(1-(5-cyclopropylpyrimidin-2-yl) ethyl)-4-(propan-1-yn-1-yl)-1H-indazole-7-carboxylate C1(CC1)C=1C=NC(=NC1)C(C)N1N=CC2=C(C=CC(=C12)C(=O)OC)C#CC